1-Chloropyrrolo[1,2-d][1,2,4]triazin-4(3H)-thione ClC=1C=2N(C(NN1)=S)C=CC2